OC(CNC(C=CCCC=CC=CC=CC)=O)(C)C N-(2-hydroxy-2-methylpropyl)dodeca-2,6,8,10-tetraenamide